N1(N=CC=C1)CC=1C(=NC(=CC1)Cl)C(F)(F)F 3-((1H-pyrazol-1-yl)methyl)-6-chloro-2-(trifluoromethyl)pyridine